C(C)C=1N=C(NC1)C1=C(C(=CC=C1)OC)O 4(s)-ethyl-2-(2-hydroxy-3-methoxyphenyl)imidazole